diphenyl-ammonium bromide [Br-].C1(=CC=CC=C1)[NH2+]C1=CC=CC=C1